N-(14-amino-3,6,9,12-tetraoxatetradecyl)-2-((4S)-6-(4-chlorophenyl)-8-methoxy-1-methyl-4H-benzo[f][1,2,4]triazolo[4,3-a][1,4]diazepin-4-yl)acetamide NCCOCCOCCOCCOCCNC(C[C@H]1C=2N(C3=C(C(=N1)C1=CC=C(C=C1)Cl)C=C(C=C3)OC)C(=NN2)C)=O